1-(2,4-dichlorophenyl)ethanone ClC1=C(C=CC(=C1)Cl)C(C)=O